C(C1=CC=CC=C1)OC=1C=C2CCN[C@@H](C2=CC1OC)\C=C\C1=CN(C2=NC=C(C=C21)OC)C |r| Racemic-6-(benzyloxy)-7-methoxy-1-[(E)-2-(5-methoxy-1-methyl-1H-pyrrolo[2,3-b]pyridin-3-yl)ethenyl]-1,2,3,4-tetrahydroisoquinoline